5-(2-chlorophenyl)-3-(trifluoromethyl)-1H-pyrazole-4-carbonitrile ClC1=C(C=CC=C1)C1=C(C(=NN1)C(F)(F)F)C#N